NC1=CC(=NN1C)C(=O)OC Methyl 5-amino-1-methyl-pyrazole-3-carboxylate